(2S,4R)-1-[(2S)-2-(4-cyclopropyltriazol-1-yl)-3,3-dimethyl-butanoyl]-N-[(2-fluorophenyl)-(5-methyl-1,2,4-oxadiazol-3-yl)methyl]-4-hydroxy-pyrrolidine-2-carboxamide C1(CC1)C=1N=NN(C1)[C@H](C(=O)N1[C@@H](C[C@H](C1)O)C(=O)NC(C1=NOC(=N1)C)C1=C(C=CC=C1)F)C(C)(C)C